ClC1=C(C(=CC=C1)C)NC(=O)C1=CN=C(S1)NC1=CC(=NC(=N1)C)NCCOCCOCCOCCOCCC(=O)OC(C)(C)C tert-butyl 1-{[6-({5-[(2-chloro-6-methylphenyl)carbamoyl]-1,3-thiazol-2-yl}amino)-2-methylpyrimidin-4-yl]amino}-3,6,9,12-tetraoxapentadecan-15-oate